4-{[7-(3,8-diazabicyclo[3.2.1]octan-3-yl)-5-{[(2R,7aS)-2-fluorotetrahydro-1H-pyrrolizin-7a(5H)-yl]methoxy}[1,3]thiazolo[5,4-d]pyrimidin-2-yl](methyl)amino}naphthalen-2-ol C12CN(CC(CC1)N2)C=2C1=C(N=C(N2)OC[C@]23CCCN3C[C@@H](C2)F)SC(=N1)N(C1=CC(=CC2=CC=CC=C12)O)C